1,4,4,9-tetramethyl-8-(1-methylsulfonyl-1H-indazol-4-yl)-5H-[1,2,4]triazolo[4,3-a]quinoxaline CC1=NN=C2N1C1=C(C(=CC=C1NC2(C)C)C2=C1C=NN(C1=CC=C2)S(=O)(=O)C)C